C(C)C1N(CCC(C1)(C(=O)OCC1CCN(CC1)CCCNC1=CC(=NC2=CC=CC=C12)C1=CC=C(C=C1)OC)C1=CC=CC=C1)C (1-(3-((2-(4-methoxyphenyl)quinolin-4-yl)amino)propyl)piperidin-4-yl)methanol ethyl-(1-methyl-4-phenyl-4-piperidine-carboxylate)